(2R,3R,4R,5S)-2-(hydroxymethyl)-5-((6-(trifluoromethyl)pyrazin-2-yl)amino)tetrahydro-2H-pyran-3,4-diol OC[C@H]1OC[C@@H]([C@H]([C@H]1O)O)NC1=NC(=CN=C1)C(F)(F)F